2-ethylhexyl mercaptoacetate SCC(=O)OCC(CCCC)CC